(2-fluorophenyl)-2-(3-nitrobenzyl)-2,6-dihydropyrrolo[3,4-c]pyrazole-5(4H)-carboxylic acid tert-butyl ester C(C)(C)(C)OC(=O)N1CC2=NN(C(=C2C1)C1=C(C=CC=C1)F)CC1=CC(=CC=C1)[N+](=O)[O-]